S1(CC=C(C=C1)O)(=O)=O thiopyran-4-ol 1,1-dioxide